6-bromo-1-ethyl-2,3-dihydro-1H-indol-2-one BrC1=CC=C2CC(N(C2=C1)CC)=O